(S,2R)-N-(((S)-2-fluoro-1,2,3,5,6,7-hexahydro-s-indacen-4-yl)carbamoyl)-2-methyl-N-trityl-2,3-dihydropyrazolo[5,1-b]oxazole-7-sulfonimidamide F[C@H]1CC2=CC=3CCCC3C(=C2C1)NC(=O)N([S@@](=O)(=N)C=1C=NN2C1O[C@@H](C2)C)C(C2=CC=CC=C2)(C2=CC=CC=C2)C2=CC=CC=C2